(R)-N'-(2-amino-8-methoxyquinazolin-4-yl)-3-hydroxypentanehydrazide NC1=NC2=C(C=CC=C2C(=N1)NNC(C[C@@H](CC)O)=O)OC